C=C(C)C=1C=C(C=CC1)C1(CC1)C=1NC(C2=C(N1)CCN(C2)C(CC=2C=C(C=CC2)C2=CC(=CC=C2)C(F)(F)F)=O)=O 2-(1-(3-(prop-1-en-2-yl)phenyl)cyclopropyl)-6-(2-(3'-(trifluoromethyl)-[1,1'-biphenyl]-3-yl)acetyl)-5,6,7,8-tetrahydropyrido[4,3-d]pyrimidin-4(3H)-one